C12CN(CC(N1)C2)C=2OC1=C(N2)C(=C(C=C1C=1SC=CN1)C(C)(C)OC)C(F)(F)F 2-(3,6-diazabicyclo[3.1.1]heptan-3-yl)-5-(2-methoxypropan-2-yl)-7-(thiazol-2-yl)-4-(trifluoromethyl)benzo[d]oxazole